5-(Benzyloxy)-1-(tetrahydro-2H-pyran-2-yl)-1H-pyrazole-3-carboxylic acid ethyl ester C(C)OC(=O)C1=NN(C(=C1)OCC1=CC=CC=C1)C1OCCCC1